(S)-benzyl 3-((7-cyano-5-fluoro-2,3-dimethyl-1H-indol-4-yl)amino)pyrrolidine-1-carboxylate C(#N)C=1C=C(C(=C2C(=C(NC12)C)C)N[C@@H]1CN(CC1)C(=O)OCC1=CC=CC=C1)F